N1N=NC2=C1N=CC=C2 7-Azabenzotriazol